[Ru](Cl)Cl.N1=C(C=CC=C1)C1=NC=CC=C1.N1=C(C=CC=C1)C1=NC=CC=C1 bis(2,2'-bipyridine) ruthenium dichloride